C(=O)(OC(C)(C)C)N[C@@H](CC(C)C)C(=O)NCC(=O)O boc-leucylglycine